C1(=CC=CC=C1)C=1C=C(SC1)CCC(=O)O 3-(4-phenyl-2-thienyl)-propionic acid